FC(C=1C(=C(C=CC1)[C@@H](C)NC=1C2=C(N=C(N1)C)N=CC=C2)F)F 4-({(1R)-1-[3-(difluoromethyl)-2-fluorophenyl]ethyl}amino)-2-methylpyrido[2,3-d]pyrimidin